N-(6-(2H-1,2,3-triazol-2-yl)-5-(trifluoromethyl)pyridin-3-yl)-1-amino-7,7-dimethyl-6,7-dihydro-5H-cyclopenta[d]pyridazine-5-carboxamide N=1N(N=CC1)C1=C(C=C(C=N1)NC(=O)C1CC(C=2C(=NN=CC21)N)(C)C)C(F)(F)F